COCO[C@@H](COC1=CC=C(C=N1)N1C(NC2=C1C=CC=C2)=O)C (R)-1-(6-(2-(methoxymethoxy)propoxy)pyridin-3-yl)-1H-benzo[d]imidazol-2(3H)-one